ClC=1C=2N(C=C(N1)C1=CC(=NC=C1OC)[C@@H](C)N(C(=O)NC1CN(CC1C(F)(F)F)CCCO)CC)C=CN2 1-((R)-1-(4-(8-chloroimidazo[1,2-a]pyrazin-6-yl)-5-methoxypyridin-2-yl)ethyl)-1-ethyl-3-(1-(3-hydroxypropyl)-4-(trifluoromethyl)pyrrolidin-3-yl)urea